COC(C1=CN=C(C=C1C=1C=C2C=NN(C2=CC1OC)COCC[Si](C)(C)C)C)=O.CN(C(=O)C=1C=NC=NC1)C1=CC(=CC=C1)COC(CCNC)C1=CC=CC=C1 N-methyl-N-(3-((3-(methylamino)-1-phenylpropoxy)methyl)phenyl)pyrimidine-5-carboxamide methyl-4-(6-methoxy-1-((2-(trimethylsilyl)ethoxy)methyl)-1H-indazol-5-yl)-6-methylnicotinate